ethyl ((hydroxymethyl)(phenoxy)phosphoryl)-L-alaninate OCP(=O)(OC1=CC=CC=C1)N[C@@H](C)C(=O)OCC